CCCCCCCCC(CCCCCCCC)OC(CCCCCCCN(CCNC(=O)CCC(=O)NCCN(CCCCCCCC(=O)OC(CCCCCCCC)CCCCCCCC)CCCCCC(OCCCCCCCCCCC)=O)CCCCCC(OCCCCCCCCCCC)=O)=O heptadecan-9-yl 8-[(2-{3-[(2-{[8-(heptadecan-9-yloxy)-8-oxooctyl][6-oxo-6-(undec-yloxy)hexyl]-amino}ethyl)-carbamoyl]-propanamido}ethyl)[6-oxo-6-(undec-yloxy)hexyl]-amino]octanoate